diethyl azoxybenzene-4,4'-dicarboxylate CCOC(=O)C1=CC=C(C=C1)N=[N+](C2=CC=C(C=C2)C(=O)OCC)[O-]